C(C)[N+]1=C(NC=C1)CCCCCC ethylhexylimidazolium